C[C@H]1N(C[C@@H](N(C1)C(C(=O)NC=1C2=C(C=NC1)C=NN2C2OCCCC2)=O)C2=CC(=CC=C2)N2CCN(CC2)C)C(C(C)(C)C)=O 2-((2S,5R)-5-methyl-2-(3-(4-methylpiperazin-1-yl)phenyl)-4-pivaloylpiperazin-1-yl)-2-oxo-N-(1-(tetrahydro-2H-pyran-2-yl)-1H-pyrazolo[4,3-c]pyridin-7-yl)acetamide